C(=C)C=1OC(C(N1)(CCCC)CCCC)=O 2-ethenyl-4,4-dibutyl-1,3-oxazolin-5-one